4-(4-methyl-7-(trifluoromethyl)quinazolin-2-yl)phenol CC1=NC(=NC2=CC(=CC=C12)C(F)(F)F)C1=CC=C(C=C1)O